propenyloctadecyltrimethoxysilane C(=CC)CO[Si](OC)(OC)CCCCCCCCCCCCCCCCCC